(S)-(1-(2-(4,6-dimethylpyrazolo[1,5-a]pyrazin-2-yl)-4-oxo-4H-pyrido[1,2-a]pyrimidin-7-yl)pyrrolidin-3-yl)methylcarbamic acid tert-butyl ester C(C)(C)(C)OC(NC[C@H]1CN(CC1)C=1C=CC=2N(C(C=C(N2)C2=NN3C(C(=NC(=C3)C)C)=C2)=O)C1)=O